4-chloro-2-(4,4-difluorohexahydropyridin-1-yl)-6-methylpyrimidine ClC1=NC(=NC(=C1)C)N1CCC(CC1)(F)F